(1S,2S,6R,8S)-2,9,9-trimethyl-4-[[4-(trifluoromethyl)phenyl]methyl]-3,5-dioxa-4-boratricyclo[6.1.1.0[2,6]]decane C[C@@]12[C@@H]3C([C@H](C[C@H]2OB(O1)CC1=CC=C(C=C1)C(F)(F)F)C3)(C)C